CN1N=NC2=C1CCCCCC2 1-methyl-4,5,6,7,8,9-hexahydro-1H-cycloocta[d][1,2,3]triazole